Lithium 4-(4-(tert-butyl)phenyl)-1-(dimethyl(2,3,4,5-tetramethylcyclopentadieneidyl)silyl)-2,5,5,7,7-pentamethyl-1,5,6,7-tetrahydro-s-indacenide C(C)(C)(C)C1=CC=C(C=C1)C1=C2C=C([C-](C2=CC=2C(CC(C12)(C)C)(C)C)[Si](C1(C(=C(C(=[C-]1)C)C)C)C)(C)C)C.[Li+].[Li+]